tert-butyl N-[(1S,3R)-3-[[6-bromo-3-[N'-(2-chloro-5-fluoro-phenyl)carbamimidoyl]pyrrolo[1,2-b]pyridazin-4-yl]amino]cyclopentyl]carbamate BrC=1C=C2N(N=CC(=C2N[C@H]2C[C@H](CC2)NC(OC(C)(C)C)=O)C(N)=NC2=C(C=CC(=C2)F)Cl)C1